N-(3-(2-chloro-3-(3-(3,4-dihydroxypyrrolidin-1-yl)propoxy)phenyl)anilino)benzisothiazol ClC1=C(C=CC=C1OCCCN1CC(C(C1)O)O)C=1C=C(NN2SC3=C(C2)C=CC=C3)C=CC1